5-(3-ethyl-5-(piperidin-4-yl)-1H-indol-2-yl)-1H-pyrazolo[3,4-b]pyridine C(C)C1=C(NC2=CC=C(C=C12)C1CCNCC1)C=1C=C2C(=NC1)NN=C2